di(hydroxyethyl) phosphate P(=O)(OCCO)(OCCO)[O-]